N-(4-((5-(2,6-difluorophenyl)pyridin-3-yl)amino)-7-(3-(4-methylpiperazin-1-yl)propoxy)quinazolin-6-yl)acrylamide FC1=C(C(=CC=C1)F)C=1C=C(C=NC1)NC1=NC=NC2=CC(=C(C=C12)NC(C=C)=O)OCCCN1CCN(CC1)C